COC(C1=CC(=C(C(=C1)F)Cl)N)=O 3-amino-4-chloro-5-fluorobenzoic acid methyl ester